2-(2-(difluoromethoxy)-7-methylquinoxalin-5-yl)-4,6-difluoro-7-methoxybenzo[d]thiazole FC(OC1=NC2=CC(=CC(=C2N=C1)C=1SC2=C(N1)C(=CC(=C2OC)F)F)C)F